6-(2,6-Dichlorophenyl)-2-((4-(piperazin-1-yl)phenyl)amino)-8,9-dihydroimidazo[1,2-a]pyrimido[5,4-e]pyrimidin-5(6H)-one ClC1=C(C(=CC=C1)Cl)N1C=2N(C3=C(C1=O)C=NC(=N3)NC3=CC=C(C=C3)N3CCNCC3)CCN2